NCC(=O)N1C(CCC1)C(=O)N1C(C=CC2=CC=C(C=C12)OCCCCN1CCN(CC1)C1=CC=CC=2SC=CC21)=O 1-(1-(2-aminoacetyl)pyrrolidine-2-carbonyl)-7-(4-(4-(benzo[b]thiophen-4-yl)piperazin-1-yl)butoxy)quinolin-2(1H)-one